4-(5-(4-fluorophenyl)-3-(((5-oxopentyl)oxy)methyl)-1H-pyrazol-1-yl)benzenesulfonamide FC1=CC=C(C=C1)C1=CC(=NN1C1=CC=C(C=C1)S(=O)(=O)N)COCCCCC=O